2-(2-isopropyl-1,3-dioxolan-2-yl)ethan-1-ol C(C)(C)C1(OCCO1)CCO